[(1s)-1-(2,3-difluorophenyl)ethyl]-6-[6-(dimethylphosphoryl)pyridin-3-yl]-7-fluoro-2-methyl-1,5-naphthyridin-4-amine FC1=C(C=CC=C1F)[C@@H](C)C=1C(=NC2=CC(=C(N=C2C1N)C=1C=NC(=CC1)P(=O)(C)C)F)C